C1=CC=C2C(=C1)C3C(O3)C4=CC=CC=C4N2C(=O)N The molecule is an epoxide and metabolite of carbamazepine. It has a role as a marine xenobiotic metabolite, a drug metabolite and an allergen. It is an epoxide, a member of ureas and a dibenzoazepine. It derives from a carbamazepine.